3-(4-chlorophenyl)-1,2,4-oxadiazole-5-carbonyl chloride ClC1=CC=C(C=C1)C1=NOC(=N1)C(=O)Cl